C(C)(C)N1C(=NC2=NC=C(C=C21)C=2C=CN1N=C(N=CC12)N[C@@H](C(F)(F)F)C)C (R)-5-(1-isopropyl-2-methyl-1H-imidazo[4,5-b]pyridin-6-yl)-N-(1,1,1-trifluoropropan-2-yl)pyrrolo[2,1-f][1,2,4]triazin-2-amine